2-(6-amino-5-(5-(pyridin-2-yl)-2,5-diazabicyclo[2.2.1]heptan-2-yl)pyridazin-3-yl)phenol NC1=C(C=C(N=N1)C1=C(C=CC=C1)O)N1C2CN(C(C1)C2)C2=NC=CC=C2